monoammonia phosphate P(=O)(O)(O)O.N